diazosulfanilamide [N+](=[N-])=NC1=CC=C(S(=O)(=O)N)C=C1